(Z)-5-((4-(tert-butyl)benzyl)thio)-N'-Ethoxy-6-(4-methyl-1-phenyl-1H-pyrazol-3-yl)picolinimidamide C(C)(C)(C)C1=CC=C(CSC=2C=CC(=NC2C2=NN(C=C2C)C2=CC=CC=C2)/C(/N)=N/OCC)C=C1